exo-5-norbornenecarboxylate C12C=CC(C(C1)C(=O)[O-])C2